5-(2-(2-methoxyethoxy)ethyl)-2-phenyl-1H-indol-7-amine COCCOCCC=1C=C2C=C(NC2=C(C1)N)C1=CC=CC=C1